2-[(tert-butylamino)methyl]-4-cyclopropyl-6-{6-cyclopropyl-4-[4-fluoro-2-(1-methyl-2-imidazolyl)phenyl]-2-pyridyl}-1,6-dihydro-1,6-diaza-7-indenone C(C)(C)(C)NCC=1NC=2C(N(C=C(C2C1)C1CC1)C1=NC(=CC(=C1)C1=C(C=C(C=C1)F)C=1N(C=CN1)C)C1CC1)=O